C1(CC1)C(=O)NC1=CC(=C(N=N1)C(=O)NC([2H])([2H])[2H])NC1=CC=CC=2C=3C(C(N(C12)C)([2H])[2H])=NN(N3)C 6-(cyclopropanecarboxamido)-4-((2,5-dimethyl-4,5-dihydro-2H-[1,2,3]triazolo[4,5-c]quinolin-6-yl-4,4-d2)amino)-N-(methyl-d3)pyridazine-3-carboxamide